(R,S)-N-(3-methoxy-1-oxo-1-(4-(3-(trifluoromethyl)phenyl)piperazin-1-yl)propan-2-yl)acetamide COC[C@H](C(N1CCN(CC1)C1=CC(=CC=C1)C(F)(F)F)=O)NC(C)=O